C[C@]12CC(C[C@](CC1)(N2)C)N(C2=CC=C(N=N2)C2=C(C=C(C=C2)C=2C=NNC2)O)CC 2-(6-(((1R,3S,5S)-1,5-dimethyl-8-azabicyclo[3.2.1]octan-3-yl)(ethyl)amino)pyridazin-3-yl)-5-(1H-pyrazol-4-yl)phenol